1,2-di(p-carboxyphenyl)ethane bromine [Br].C(=O)(O)C1=CC=C(C=C1)CCC1=CC=C(C=C1)C(=O)O